O=C1NC(CCC1N1C(C2=CC(=C(C=C2C1=O)CN1CCN(CC1)C1=CC=C(C(=O)NC=2C3=C(NN2)CN(C3)C([C@@H](C3=CC=CC=C3)OC)=O)C=C1)F)=O)=O 4-(4-((2-(2,6-dioxopiperidin-3-yl)-6-fluoro-1,3-dioxoisoindolin-5-yl)methyl)piperazin-1-yl)-N-(5-((R)-2-methoxy-2-phenylacetyl)-1,4,5,6-tetrahydropyrrolo[3,4-c]pyrazol-3-yl)benzamide